NC1=NC=2C=CC=CC2C2=C1N=C(N2C[C@@H](C)O[P@@](=O)(OC2=CC=CC1=CC=CC=C21)N[C@@H](C)C(=O)OC(C)C)COCC isopropyl ((R)-(((R)-1-(4-amino-2-(ethoxymethyl)-1H-imidazo[4,5-c]quinolin-1-yl) propan-2-yl) oxy) (naphth-1-yloxy) phosphoryl)-L-alaninate